3-chloro-4-(pyrimidin-5-yl)benzoic acid ClC=1C=C(C(=O)O)C=CC1C=1C=NC=NC1